2-bromo-1-(1-(2-methylbenzoyl)indolin-5-yl)propan-1-one BrC(C(=O)C=1C=C2CCN(C2=CC1)C(C1=C(C=CC=C1)C)=O)C